IC=1C=C(NC(C)=O)C=CC1 3'-iodoacetanilide